tert-Butyl 8-bromo-2-(hydroxymethyl)-2,3-dihydro-4H-benzo[b][1,4]oxazine-4-carboxylate BrC1=CC=CC2=C1OC(CN2C(=O)OC(C)(C)C)CO